sodium (3-chloro-5-(tetrahydrofuran-2-yl) phenyl) methanesulfonate CS(=O)(=O)OC1=CC(=CC(=C1)C1OCCC1)Cl.[Na]